ClCC1CCC[Si]2(CCCC2)C1 9-chloromethyl-5-silaspiro[4.5]decane